N1(CC(CC1)C(=O)O)C(=O)O Pyrrolidine-1,3-dicarboxylic acid